CC1=C(C(=CC=2N1N=CN2)C)N 5,7-dimethyl-[1,2,4]triazolo[1,5-a]pyridin-6-amine